9-(4-dibenzothiophene-2-yl-phenyl)-3,6-di-quinoline-3-yl-9H-carbazole C1=C(C=CC=2SC3=C(C21)C=CC=C3)C3=CC=C(C=C3)N3C2=CC=C(C=C2C=2C=C(C=CC32)C=3C=NC2=CC=CC=C2C3)C=3C=NC2=CC=CC=C2C3